1-((3-acetyl-3-azabicyclo[3.1.1]heptan-6-yl)methyl)-4-chloro-N-(3-methyl-5-(phenylethynyl)pyridin-2-yl)-1H-pyrazole-5-carboxamide C(C)(=O)N1CC2C(C(C1)C2)CN2N=CC(=C2C(=O)NC2=NC=C(C=C2C)C#CC2=CC=CC=C2)Cl